3-(3-phenylureido)benzenesulfonanilide C1(=CC=CC=C1)NC(NC=1C=C(C=CC1)S(=O)(=O)NC1=CC=CC=C1)=O